C1(=CC=CC2=CC=CC=C12)C=1C(=C2C(=CC1)N=C1C=CC3=C4C=CC=CC4=NC3=C12)C1=C(C=CC=C1)C=1C(=CC=CC1)C1=CC=CC=C1 (naphthyl)(terphenylyl)indolocarbazole